2-(4-(4,4,5,5-tetramethyl-1,3,2-dioxaborolan-2-yl)butyl)piperidine-1,2-dicarboxylate CC1(OB(OC1(C)C)CCCCC1(N(CCCC1)C(=O)[O-])C(=O)[O-])C